FC1=CC=C2C(=CNC2=C1)C(=O)C=1SC=C(N1)C(C)(C)O (6-Fluoro-1H-indol-3-yl)(4-(2-hydroxypropan-2-yl)thiazol-2-yl)methanone